methyl-2-(4-acetylphenyl)benzo[d]isothiazol-3(2H)-one CC1=CC=CC2=C1C(N(S2)C2=CC=C(C=C2)C(C)=O)=O